hydroxy-3,4-dihydro-2-quinolinone OC1C(NC2=CC=CC=C2C1)=O